FC1(C(C1)N1N=C(C=C1)N)F 1-(2,2-difluorocyclopropyl)-1H-pyrazol-3-amine